C1(CC1)C1=NN(C=N1)C1CC2(CN(C2)C(=O)N2CC3(C2)CN(C3)CC3=NC=C(C=C3)C(F)(F)F)C1 [6-(3-cyclopropyl-1,2,4-triazol-1-yl)-2-azaspiro[3.3]heptan-2-yl]-[6-[[5-(trifluoromethyl)-2-pyridinyl]methyl]-2,6-diazaspiro[3.3]heptan-2-yl]methanone